ClC=1C(=CC(=C(C1)NC(OC1=CC=CC=C1)=O)F)C phenyl N-(5-chloro-2-fluoro-4-methyl-phenyl)carbamate